C(=O)C=1C=C(C(=O)O[C@H](C(=O)OCC2=CC=CC=C2)C)C=CC1 (S)-1-(benzyloxy)-1-oxopropan-2-yl 3-formylbenzoate